oxygen dodecyl-sodium aminoethanesulfonate NC(C)S(=O)(=O)[O-].C(CCCCCCCCCCC)[Na].[O+2].NC(C)S(=O)(=O)[O-]